The molecule is a polyunsaturated fatty acid anion that is the conjugate base of (12S)-hydroperoxy-(14S,15R)-epoxy-(5Z,8Z,10E)-icosatrienoic acid, obtained by deprotonation of the carboxy group; major species at pH 7.3. It is a conjugate base of a (12S)-hydroperoxy-(14S,15R)-epoxy-(5Z,8Z,10E)-icosatrienoic acid. CCCCC[C@@H]1[C@@H](O1)C[C@@H](/C=C/C=C\\C/C=C\\CCCC(=O)[O-])OO